pentaerythritol bis(4-mercaptovalerate) SC(CCC(=O)OCC(COC(CCC(C)S)=O)(CO)CO)C